FC=1C=C2C(=CNC(C2=CC1F)=O)C(C)N(C(=O)NC1=CC=C(C=C1)F)CC(C)C 1-(1-(6,7-Difluoro-1-oxo-1,2-dihydroisoquinolin-4-yl)ethyl)-3-(4-fluorophenyl)-1-isobutylurea